4-Fluorophenyl isothiocyanate FC1=CC=C(C=C1)N=C=S